hydroxymethyl-dioxane OCC1OCCOC1